(S)-1-(5-((8-chloro-3-nitroimidazo[1,2-a]pyridin-7-yl)thio)pyrazin-2-yl)-4'H,6'H-spiro[piperidine-4,5'-pyrrolo[1,2-b]pyrazol]-4'-amine ClC=1C=2N(C=CC1SC=1N=CC(=NC1)N1CCC3([C@@H](C=4N(N=CC4)C3)N)CC1)C(=CN2)[N+](=O)[O-]